1-Hexadecenyl acetate C(C)(=O)OC=CCCCCCCCCCCCCCC